(S)-2-(5-((3-(cyclopropylmethyl)-2,4,5-trioxoimidazolidin-1-yl)methyl)-1,2,4-oxadiazol-3-yl)-N-(2-methoxyphenyl)-N-(morpholin-2-ylmethyl)acetamide C1(CC1)CN1C(N(C(C1=O)=O)CC1=NC(=NO1)CC(=O)N(C[C@@H]1CNCCO1)C1=C(C=CC=C1)OC)=O